Dimethyl-n-pentoxysilane C[SiH](OCCCCC)C